FC(C(C(F)(F)F)(C)O[Sn](CC(=C)C)(OC(C(F)(F)F)(C(F)(F)F)C)OC(C(F)(F)F)(C(F)(F)F)C)(F)F tris((1,1,1,3,3,3-hexafluoro-2-methylpropan-2-yl)oxy)(2-methylallyl)stannane